5-bromo-1-methyl-imidazole BrC1=CN=CN1C